2-(trifluoromethyl)-6-chromanone methylcarbamate CNC(O)=O.FC(C1OC=2C=CC(CC2CC1)=O)(F)F